2-(1,3-dimethyl-1H-pyrazol-4-yl)-1H-pyrrole CN1N=C(C(=C1)C=1NC=CC1)C